ClC=1C=C(C=CC1)C1=CC(=CC=C1)C[C@@H]1C=2C(N(C=NC2CC[C@@H]1NS(=O)(=O)CC)C(C)C)=O |r| rac-N-[(5R,6S)-5-[(3'-chloro[1,1'-biphenyl]-3-yl)methyl]-4-oxo-3-(propan-2-yl)-3,4,5,6,7,8-hexahydroquinazolin-6-yl]ethanesulfonamide